C1(=CC=CC=C1)C1=NC(=NC(=N1)C1=CC=CC=C1)N1C2=CC=CC=C2C=2C=C(C=CC12)C=1C=C2N(C3=NC=4N(C=5C=CC=CC5C4N3C2=CC1)C1=CC=CC=C1)C1=CC=CC=C1 16-[9-(4,6-diphenyl-1,3,5-triazin-2-yl)-9H-carbazol-3-yl]-9,13-diphenyl-1,9,11,13-tetraazapentacyclo[10.7.0.02,10.03,8.014,19]nonadeca-2(10),3(8),4,6,11,14,16,18-octaene